BrC=1C(=C(OC2CCC(CC2)CC(=O)OC)C=CC1)C methyl 2-[4-(3-bromo-2-methyl-phenoxy)cyclohexyl]acetate